CO\C=C\C(CC)C1=CCC1 (E)-(1-Methoxypent-1-en-3-yl)cyclobutene